4-((1R,2S)-2-((4-bromo-3-methylphenoxy)methyl)cyclopropyl)piperidine BrC1=C(C=C(OC[C@@H]2[C@H](C2)C2CCNCC2)C=C1)C